BrC1=C(N)C=CC=C1Br 2,3-dibromoaniline